N1C=NC=C1\C=C\1/C(NC2=CC(=CC=C12)NC(=O)NC1=CC(=C(C=C1)C(F)(F)F)OC)=O (Z)-1-(3-((1H-imidazol-5-yl)methylene)-2-oxindol-6-yl)-3-(3-methoxy-4-(trifluoromethyl)phenyl)urea